C1=CC(=C(C=C1[N+](=O)[O-])[N+](=O)[O-])O The molecule is a dinitrophenol having the nitro groups at the 2- and 4-positions. It has a role as an oxidative phosphorylation inhibitor, a bacterial xenobiotic metabolite, an antiseptic drug and an allergen. It is a conjugate acid of a 2,4-dinitrophenol(1-).